7-amino-5-(4-nitrophenyl)-3-phenyl-5H-thiazolo[3,2-a]pyrimidine-6-carbonitrile NC=1N=C2N(C(C1C#N)C1=CC=C(C=C1)[N+](=O)[O-])C(=CS2)C2=CC=CC=C2